C(C)OC(=O)C1=C(C2=C(S1)C=CC=C2Cl)COC2=C(C=C(C=C2F)C#N)F 4-chloro-3-((4-cyano-2,6-difluorophenoxy)methyl)benzo[b]thiophene-2-carboxylic acid ethyl ester